diallyl-(hydroxyethyl)amine C(C=C)N(CCO)CC=C